1-bromo-2,3,5,6-tetramethyl-4-nitrobenzene BrC1=C(C(=C(C(=C1C)C)[N+](=O)[O-])C)C